FC1=CC=2N(C=C1)C=C(N2)C2=CC=C(C=C2)S(=O)(=O)C 7-fluoro-2-(4-(methylsulfonyl)phenyl)imidazo[1,2-a]pyridine